OC1=CC=C2C(=CC=NC2=C1)N(C(CCC(CC)CCO)C(=O)O)N 7-hydroxy-4-(1-carboxy-4-ethyl-(2-hydroxyethyl)-amino-1-butyl-amino)quinoline